1,3-di-tert-butyl-5-ethynyl-2-methoxybenzene C(C)(C)(C)C1=C(C(=CC(=C1)C#C)C(C)(C)C)OC